BrC1=C(C(=CC=C1)C1=CC(=CC(=C1)C(C)(C)C)C(C)(C)C)N 3-bromo-3',5'-di-tert-butyl-(1,1'-biphenyl)-2-amine